5-(3-aminoallyl)-2'-deoxycytidine-5'-triphosphate P(O)(=O)(OP(=O)(O)OP(=O)(O)O)OC[C@@H]1[C@H](C[C@@H](O1)N1C(=O)N=C(N)C(=C1)CC=CN)O